C(CCCCCCC)N1C=[N+](C=C1)CC 1-n-octyl-3-ethylimidazolium